2-((4-(benzyloxy)-3-phenethoxybenzyl)amino)-ethan-1-ol C(C1=CC=CC=C1)OC1=C(C=C(CNCCO)C=C1)OCCC1=CC=CC=C1